2-(2-chlorophenyl)-1H-benzimidazole ClC1=C(C=CC=C1)C1=NC2=C(N1)C=CC=C2